5-cyclopropyl-3-(2,6-dichlorophenyl)-4-((piperidin-4-yloxy)methyl)isoxazole hydrochloride Cl.C1(CC1)C1=C(C(=NO1)C1=C(C=CC=C1Cl)Cl)COC1CCNCC1